(4-fluorophenyl)boranediol FC1=CC=C(C=C1)B(O)O